tert-butyl (2R,3R)-3-azido-2-cyclopropylpyrrolidine-1-carboxylate N(=[N+]=[N-])[C@H]1[C@H](N(CC1)C(=O)OC(C)(C)C)C1CC1